4-chloro-6-(6-methyl-2-oxo-3,6-dihydro-2H-1,3,4-thiadiazin-5-yl)benzo[d]thiazol-2(3H)-one ClC1=CC(=CC2=C1NC(S2)=O)C2=NNC(SC2C)=O